2-[6-(3-dimethylphosphoryl-5-fluoro-benzyl)-2-azaspiro[3.3]heptane-2-carbonyl]-2,5-diazaspiro[3.4]octan-6-one CP(=O)(C)C=1C=C(CC2CC3(CN(C3)C(=O)N3CC4(C3)NC(CC4)=O)C2)C=C(C1)F